C1(CC1)C#CC1(N(C(N(C2=CC(=C(C=C12)F)CN1C(NC(C1)=O)=O)CC1=CC=C(C=C1)OC)=O)C)C(F)(F)F ((4-(cyclopropylethynyl)-6-fluoro-1-(4-methoxybenzyl)-3-methyl-2-oxo-4-(trifluoromethyl)-1,2,3,4-tetrahydroquinazolin-7-yl)methyl)imidazolidine-2,4-dione